FC(COC1=CC2=C(C(NCCO2)=O)C=C1)(F)F 8-(2,2,2-trifluoroethoxy)-2,3-dihydro-1,4-benzoxazepin-5-one